CC(=O)N[C@@H]1[C@H](C[C@@](O[C@H]1[C@@H]([C@@H](CO)O)O)(C(=O)O)O[C@H]2[C@H]([C@H](O[C@H]([C@@H]2O)O[C@@H]3[C@H](O[C@H]([C@@H]([C@H]3O)NC(=O)C)O)CO)COS(=O)(=O)O)O)O The molecule is a linear amino trisaccharide consisting of an alpha-sialyl residue linked (2->3) to an O-6-sulfated beta-D-galactosyl residue that in turn is linked (1->4) to an N-acetyl-beta-D-glucosaminyl residue at the reducing end. It has a role as an epitope. It is an amino trisaccharide, a glucosamine oligosaccharide and an oligosaccharide sulfate.